C(C)N1C(C2=C3C(C(=CC=C13)NC(CC)=O)=CC=C2)=O N-(1-ethyl-2-oxo-1,2-dihydrobenzo[cd]indol-6-yl)propionamide